ethyl 6-(N-(3-(5-methyl-1-neopentyl-1H-pyrazol-4-yl)-6-(8-(thiazolo[5,4-b]pyridin-2-ylcarbamoyl)-3,4-dihydroisoquinolin-2(1H)-yl)picolinoyl)sulfamoyl)hexanoate CC1=C(C=NN1CC(C)(C)C)C=1C(=NC(=CC1)N1CC2=C(C=CC=C2CC1)C(NC=1SC2=NC=CC=C2N1)=O)C(=O)NS(=O)(=O)CCCCCC(=O)OCC